2,4-dichloro-6-methoxy-1,3,5-triazine ClC1=NC(=NC(=N1)Cl)OC